(S)-{1-{6-[(1H-indazol-5-yl) amino]-3-acrylamidopyridin-2-yl} pyrrolidin-2-yl} p-tolylcarbamate C1(=CC=C(C=C1)NC(O[C@@H]1N(CCC1)C1=NC(=CC=C1NC(C=C)=O)NC=1C=C2C=NNC2=CC1)=O)C